6-(7-(8-ethyl-7-fluoro-3-hydroxynaphthalen-1-yl)-8-fluoro-2-(((2R,7aS)-2-fluorotetrahydro-1H-pyrrolizin-7a(5H)-yl)methoxy)pyrido[4,3-d]pyrimidin-4-yl)-6-azaspiro[3.5]nonan-2-ol C(C)C=1C(=CC=C2C=C(C=C(C12)C1=C(C=2N=C(N=C(C2C=N1)N1CC2(CC(C2)O)CCC1)OC[C@]12CCCN2C[C@@H](C1)F)F)O)F